BrC=1C(=CC2=CN(N=C2C1)C(C(=O)OC)C1=C(C=CC(=C1)F)OCOC)F methyl 2-(6-bromo-5-fluoro-2H-indazol-2-yl)-2-(5-fluoro-2-(methoxymethoxy)-phenyl)acetate